CO[C@H](CN1CC2(CS(C2)(=O)=O)CC1)CC1=CC=C(C=C1)C(F)(F)F (S)-6-(2-methoxy-3-(4-(trifluoromethyl)phenyl)propyl)-2-thia-6-azaspiro[3.4]octane 2,2-dioxide